C(C=C)(=O)OC(C)(C)OCCC=C 2-(2-vinylethoxy)-2-propyl acrylate